O=C/C=C/C=1C=C(C#N)C=CC1 3-[(1E)-3-oxoprop-1-en-1-yl]benzonitrile